CS(=O)C1=C(C=CC=C1)C=1C=C2OC=3C=CC=CC3N3C2=C(C1)OC=1C=CC=CC13 7-(2-Methylsulfinylphenyl)-5,9-dioxa-13b-azanaphtho[3,2,1-de]anthracene